5,6-dichloro-3-(1H-imidazol-1-yl)-1-methyl-2-(3-(trifluoromethyl)-1H-1,2,4-triazol-5-yl)-1H-indole ClC=1C=C2C(=C(N(C2=CC1Cl)C)C1=NC(=NN1)C(F)(F)F)N1C=NC=C1